3-methoxy-1-methyl-1H-indazol COC1=NN(C2=CC=CC=C12)C